(RS)-5-(4'-chloro-1',2'-dihydrospiro[cyclopropane-1,3'-pyrrolo[2,3-b]pyridin]-5'-yl)-3-methyl-2-oxoindoline-3-carboxamide ClC1=C2C(=NC=C1C=1C=C3[C@@](C(NC3=CC1)=O)(C(=O)N)C)NCC21CC1 |r|